C(CC)C=1C(=NC=CC1)C(CC)=O propyl-2-propionylpyridine